C(C(C)(C)C)(=O)N1CC(C1)N1N=C(C(=C1)NC(=O)C=1OC(=CC1)C=1C=NNC1)C1=NC=CC=C1 N-[1-{1-Pivaloylazetidin-3-yl}-3-(pyridine-2-yl)-1H-pyrazol-4-yl]-5-(1H-pyrazol-4-yl)furan-2-carboxamide